CC1=CC=C(C=C1)NCC 4-methylphenyl-ethyl-amine